CC1=C(C=C(C=C1)NC(C1=NC=CC(=C1)C(F)(F)F)=O)C1=CC2=C(N=C(N=C2)NC=2C=NN(C2)C)N2C1=NCC2 N-(4-methyl-3-(2-((1-methyl-1H-pyrazol-4-yl)amino)-8,9-dihydroimidazo[1',2':1,6]pyrido[2,3-d]pyrimidin-6-yl)phenyl)-4-(trifluoromethyl)picolinamide